(R)-6,7-dichloro-2-(5-(1-fluoro-2-methoxyethyl)-4H-1,2,4-triazol-3-yl)-3-(1H-pyrazol-4-yl)-1H-indole ClC1=CC=C2C(=C(NC2=C1Cl)C1=NN=C(N1)[C@H](COC)F)C=1C=NNC1